O=C1N(CCC(N1)=O)N1C(C2=CC=C(C=C2C1=O)CN1CCC(CC1)C1=COC=C1)=O 2-(2,4-dioxotetrahydropyrimidin-1(2H)-yl)-5-((4-(furan-3-yl)piperidin-1-yl)methyl)isoindoline-1,3-dione